N-[4-[(6,7-dimethoxy-1,5-naphthyridin-4-yl)oxy]-3-fluorophenyl]-5-(4-fluorophenyl)-4-oxo-1-pyridin-3-ylpyridine-3-carboxamide COC=1N=C2C(=CC=NC2=CC1OC)OC1=C(C=C(C=C1)NC(=O)C1=CN(C=C(C1=O)C1=CC=C(C=C1)F)C=1C=NC=CC1)F